Cl.Cl.CC(CC)C1CN(CCN1)C=1N=NC(=CN1)C1=C(C=C(C=C1)C=1C=NNC1)O 2-{3-[3-(but-2-yl)piperazin-1-yl]-1,2,4-triazin-6-yl}-5-(1H-pyrazol-4-yl)phenol dihydrochloride